2-({4-[(2-imino-4-methyl-2,3-dihydro-1,3-oxazol-3-yl)methyl]-1H-1,3-benzodiazol-2-yl}amino)-2-[3-(trifluoromethoxy)phenyl]propan-1-ol N=C1OC=C(N1CC1=CC=CC=2NC(=NC21)NC(CO)(C)C2=CC(=CC=C2)OC(F)(F)F)C